[Na+].[Na+].[Na+].[Na+].C(C)(=O)[O-].C(C)(=O)[O-] diacetic acid, tetrasodium salt